C1C(=CC2=CC=CC=C12)C1=C(C=CC=C1)C1=C(C=CC=C1)C=1CC2=CC=CC=C2C1 2,2'-Bis(2-indenyl)biphenyl